(5-(aminomethyl)thiazol-2-yl)(4,4-difluorocyclohexyl)carbamic acid tert-butyl ester C(C)(C)(C)OC(N(C1CCC(CC1)(F)F)C=1SC(=CN1)CN)=O